C(C(=C)C)(=O)OCCC[Si](OCCOC)(OCCOC)OCCOC methacryloxypropyltris(β-methoxyethoxy)silane